4-(2-((R or S)-2-(2-isopropylphenyl)-4-(isopropylsulfonyl)piperazin-1-yl)-7-azaspiro[3.5]nonan-7-yl)benzamide C(C)(C)C1=C(C=CC=C1)[C@H]1N(CCN(C1)S(=O)(=O)C(C)C)C1CC2(C1)CCN(CC2)C2=CC=C(C(=O)N)C=C2 |o1:9|